Cl.N[C@@H](CC1=CC=CC=C1)C(=O)OCC ethyl phenylalaninate, hydrochloride salt